N-Methyl-N-((1S)-2,2,2-trifluoro-1-(5-((4-(trifluoromethyl)-2,3-dihydro-1H-inden-2-yl)amino)pyridin-2-yl)ethyl)tetrahydro-2H-thiopyran-4-carboxamide 1,1-dioxide CN(C(=O)C1CCS(CC1)(=O)=O)[C@H](C(F)(F)F)C1=NC=C(C=C1)NC1CC2=CC=CC(=C2C1)C(F)(F)F